NC=1C(NC(=C(N1)C)C)=S 3-amino-5,6-dimethyl-2(1H)-pyrazinethione